2-amino-4-((2-fluoro-6-(trifluoromethyl)phenyl)amino)pyrimidine-5-carbonitrile NC1=NC=C(C(=N1)NC1=C(C=CC=C1C(F)(F)F)F)C#N